5-(2,6-dichlorophenyl)-1,3,4-thiadiazol-2-amine ClC1=C(C(=CC=C1)Cl)C1=NN=C(S1)N